tert-butyl 2-(3-((5-(5,6,7,8-tetrahydro-1,8-naphthyridin-2-yl)pentyl)oxy)azetidin-1-yl)-2-(1,1,4,4-tetramethylisochroman-8-yl)acetate N1=C(C=CC=2CCCNC12)CCCCCOC1CN(C1)C(C(=O)OC(C)(C)C)C=1C=CC=C2C(COC(C12)(C)C)(C)C